C(CCCCCCC\C=C/CCCCCC)(=O)OC[C@@H](OC(CCCCCCC\C=C/CCCCCC)=O)COP(=O)([O-])OCC[N+](C)(C)C 1,2-dipalmitoleoyl-sn-glycero-3-phosphocholine